N-(6-amino-5-ethylpyridin-3-yl)-2-(2-(3,4-difluorophenyl)-4,4-difluoro-5-methylpiperidin-1-yl)-2-oxoacetamide NC1=C(C=C(C=N1)NC(C(=O)N1C(CC(C(C1)C)(F)F)C1=CC(=C(C=C1)F)F)=O)CC